COC=1C=C(C=C(C1)OC)C#CC1=NN(C(=C1C(=O)N)NCCO)C1CNCC1 3-((3,5-dimethoxyphenyl)ethynyl)-5-((2-hydroxyethyl)amino)-1-(pyrrolidin-3-yl)-1H-pyrazole-4-carboxamide